(S)-2-methyl-N-((R)-8-azaspiro[4.5]decan-1-yl)propane-2-sulfinamide CC(C)(C)[S@](=O)N[C@@H]1CCCC12CCNCC2